1-(5-(4-AMINO-1-CYCLOPROPYL-1H-PYRAZOLO[3,4-D]PYRIMIDIN-3-YL)IMIDAZO[1,2-A]PYRIDIN-8-YL)-3-(4-((1-METHYLPIPERIDIN-4-YL)OXY)-3-(TRIFLUOROMETHYL)PHENYL)UREA NC1=C2C(=NC=N1)N(N=C2C2=CC=C(C=1N2C=CN1)NC(=O)NC1=CC(=C(C=C1)OC1CCN(CC1)C)C(F)(F)F)C1CC1